[Se+2].[Se+2].[SeH-]=[Se].[SeH-]=[Se].[SeH-]=[Se].[SeH-]=[Se] diselenide selenium-selenium